BrC=1C=C2N(N=CC(=C2NC2C(CCCC2)C(F)(F)F)C(=NC2=C(C=C(C=C2)O[Si](C)(C)C(C)(C)C)CC)N)C1 6-bromo-N'-[4-[tert-butyl(dimethyl)silyl]oxy-2-ethyl-phenyl]-4-[[2-(trifluoromethyl)cyclohexyl]amino]pyrrolo[1,2-b]pyridazine-3-carboxamidine